(R)-6-cyclopropyl-1-(4-fluorobenzyl)-N-(1-(4-fluorophenyl)ethyl)-2-oxo-1,2-dihydro-1,8-naphthyridine-3-carboxamide C1(CC1)C=1C=C2C=C(C(N(C2=NC1)CC1=CC=C(C=C1)F)=O)C(=O)N[C@H](C)C1=CC=C(C=C1)F